ClC=1C=C(C=CC1)C=1C=C(C(=NC1)C(=O)NCC(=O)O)Cl N-[5-(3-chlorophenyl)-3-chloropyridine-2-carbonyl]glycine